C(=O)([O-])C(O)C(O)C(=O)O.C(CCC(=O)O)(=O)O.C(CCC(=O)O)(=O)O.[K+] potassium disuccinate tartrate